C(C)(C)(C)OC(=O)N1[C@H](C[C@@H](C1)N1N=C(C(=C1NCCO)C(N)=O)Br)COC (2R,4S)-4-[3-bromo-4-carbamoyl-5-[(2-hydroxyethyl)amino]pyrazol-1-yl]-2-(methoxymethyl)pyrrolidine-1-carboxylic acid tert-butyl ester